(E)-3-(3-Bromo-4-hydroxyphenyl)-1-(4-methoxyphenyl)prop-2-en-1-one BrC=1C=C(C=CC1O)/C=C/C(=O)C1=CC=C(C=C1)OC